C(C1=CC=CC=C1)OC[C@H]1OCC2(CC2)CNC1 (S)-6-((benzyloxy)methyl)-5-oxa-8-azaspiro[2.6]nonane